tert-butyl 5-(5-(2,3-dihydro-1H-inden-4-yl)-6-methoxy-1-(4-methoxybenzyl)-1H-pyrazolo[4,3-b]pyridin-3-yl)-3',6'-dihydro-[2,4'-bipyridine]-1'(2'H)-carboxylate C1CCC2=C(C=CC=C12)C1=C(C=C2C(=N1)C(=NN2CC2=CC=C(C=C2)OC)C=2C=CC(=NC2)C=2CCN(CC2)C(=O)OC(C)(C)C)OC